ClC1=C(C(=CC=C1Cl)OCOCC[Si](C)(C)C)C1CC(N(C1)C=1C=NN(C1)C)=S 4-(2,3-Dichloro-6-((2-(trimethylsilyl)ethoxy)methoxy)phenyl)-1-(1-methyl-1H-pyrazol-4-yl)pyrrolidine-2-thione